ClC1=C(C(=O)NC=2C=C3C=C(N(C3=CC2)CCOC)C(=O)NC2=CC=C(C=C2)F)C=C(C=C1)CNC(C(C)C)=O 5-(2-chloro-5-(isobutyrylaminomethyl)benzoylamino)-N-(4-fluorophenyl)-1-(2-methoxyethyl)-1H-indole-2-carboxamide